1-(1H-benzimidazol-2-yl)ethanone N1C(=NC2=C1C=CC=C2)C(C)=O